(1S,1aS,6aR)-4-((2-fluoro-5-(2-methyl-6-(4-(trifluoromethyl)piperidin-1-yl)pyridin-3-yl)benzyl)oxy)-1,1a,6,6a-tetrahydrocyclopropa[a]indene-1-carboxylic acid FC1=C(COC2=CC=3C[C@@H]4[C@H](C3C=C2)[C@H]4C(=O)O)C=C(C=C1)C=1C(=NC(=CC1)N1CCC(CC1)C(F)(F)F)C